3',5'-dideoxy-3',4'-didehydro-uridine-5'-carboxylic acid [C@@H]1([C@H](O)C=C(CC(=O)O)O1)N1C(=O)NC(=O)C=C1